N,2,6-trimethyl-N-ethylpiperidinium C[N+]1(C(CCCC1C)C)CC